Tert-butyl 4-(4-bromo-2,3-difluorophenyl)-3,3-difluoropiperidine-1-carboxylate BrC1=C(C(=C(C=C1)C1C(CN(CC1)C(=O)OC(C)(C)C)(F)F)F)F